2,6-diphenyl-4-(2,5-dimethylbenzeneYl)pyridine C1(=CC=CC=C1)C1=NC(=CC(=C1)C1=C(C=CC(=C1)C)C)C1=CC=CC=C1